ClC=1C=CC=2C3=C(C(N(C2C1)C1=CC=CC=C1)=O)N=C(N3C)SC3=CC=C(C=C3)OC 7-chloro-2-((4-methoxyphenyl)thio)-1-methyl-5-phenyl-1,5-dihydro-4H-imidazo[4,5-c]quinolin-4-one